N-(prop-2-en-1-yl)-1H-pyrrolo[2,3-b]pyridine-5-carboxamide C(C=C)NC(=O)C=1C=C2C(=NC1)NC=C2